C1(CC1)NC(=O)C1=CC(=C(N1)C(=O)NC)O[C@@H](C)C1=CC=CC=C1 (S)-N5-cyclopropyl-N2-methyl-3-(1-phenylethoxy)-1H-pyrrole-2,5-dicarboxamide